BrC1=CC=C(C=C1)S(=O)(=O)N1CC=C(CC1)C=1C=C(C=NC1)O 5-(1-((4-bromophenyl)sulfonyl)-1,2,5,6-tetrahydropyridin-4-yl)-3-hydroxy-pyridine